diisobutylmethylene(cyclopentadienyl)(2,7-diphenyl-3,6-di-tert-butylfluorenyl)zirconium dichloride [Cl-].[Cl-].C(C(C)C)C(CC(C)C)=[Zr+2](C1=C(C(=CC=2C3=CC(=C(C=C3CC12)C1=CC=CC=C1)C(C)(C)C)C(C)(C)C)C1=CC=CC=C1)C1C=CC=C1